COC=1C=C(C=CC1OCC1=C(C=CC=C1)C(F)(F)F)C1C2=C(NC(C1)=O)N=CS2 7-(3-methoxy-4-{[2-(trifluoromethyl)phenyl]methoxy}phenyl)-4H,5H,6H,7H-[1,3]thiazolo[4,5-b]pyridin-5-one